BrC=1NC(=NN1)C=1NC2=C(C(=CC=C2C1C=1C=NNC1)Cl)Cl 2-(5-bromo-4H-1,2,4-triazol-3-yl)-6,7-dichloro-3-(1H-pyrazol-4-yl)-1H-indole